4-[(4-aminophenyl)(4-methylphenyl)methyl]aniline NC1=CC=C(C=C1)C(C1=CC=C(N)C=C1)C1=CC=C(C=C1)C